3,3-Difluoroallyl thiotriflate O(S(=S)(=O)C(F)(F)F)CC=C(F)F